3-(3-fluorophenyl)-6-{[2-(1-methylpyrazol-4-yl)-4-pyridyl]oxy}-2H-1,3-benzoxazin-4-one FC=1C=C(C=CC1)N1COC2=C(C1=O)C=C(C=C2)OC2=CC(=NC=C2)C=2C=NN(C2)C